ClC=1C=CC2=C(N(C=3N=C(C=CC3C2=O)N(C)C2CC(C2)C#N)CC(=O)[O-])C1SC.[Na+] sodium 2-(8-chloro-2-((3-cyanocyclobutyl)(methyl)amino)-9-(methylthio)-5-oxobenzo[b][1,8]naphthyridin-10(5H)-yl)acetate